OC1=CC=NC2=CC=C(C=C12)CC(=O)O 2-(4-Hydroxyquinolin-6-yl)acetic acid